COCC(=O)N(CC1=CC=C(C=C1)C1=NOC(=N1)C(F)(F)F)CC(F)(F)F 2-methoxy-N-(2,2,2-trifluoroethyl)-N-[[4-[5-(trifluoromethyl)-1,2,4-oxadiazol-3-yl]phenyl]methyl]acetamide